NC1=NC=NN2C1=C(C=C2C2=NN1C(CCCC1)=C2)C2=CC(=C(C=C2)NC(OC(C)(C)C)=O)OC tert-Butyl (4-(4-amino-7-(4,5,6,7-tetrahydropyrazolo[1,5-a]pyridin-2-yl)pyrrolo[2,1-f][1,2,4]triazin-5-yl)-2-methoxyphenyl)carbamate